6-bromo-N-(4-(1,3-dioxoisoindolin-2-yl)butyl)picolinamide BrC1=CC=CC(=N1)C(=O)NCCCCN1C(C2=CC=CC=C2C1=O)=O